C(C)OP(=O)(OCC)NC(C)C diethoxyphosphoryl-isopropylamine